(3-((5-(4-amino-4-methylpiperidin-1-yl)pyrazin-2-yl)thio)-2-chlorophenyl)dimethylphosphine oxide NC1(CCN(CC1)C=1N=CC(=NC1)SC=1C(=C(C=CC1)P(C)(C)=O)Cl)C